palmitic acid (E)-3,7-dimethyloct-2,6-dien-1-yl ester C\C(=C/COC(CCCCCCCCCCCCCCC)=O)\CCC=C(C)C